NC=1C2=C(N(C(N1)=O)C1=C(N=CS1)C)N=C(C=C2)N2C1CCC2CC1 4-amino-7-(7-azabicyclo[2.2.1]hept-7-yl)-1-(4-methylthiazol-5-yl)pyrido[2,3-d]pyrimidin-2-one